1-(4-((1H-imidazol-1-yl)methyl)phenyl)azetidine-3-carboxylic acid N1(C=NC=C1)CC1=CC=C(C=C1)N1CC(C1)C(=O)O